NC1=C2N=CN(C2=NC(=N1)F)[C@H]1C[C@@H]([C@@](O1)(C#C)COP(=O)(OC1=CC=CC=C1)N[C@H](C(=O)OCCCCCCCCCCCCCCCCCCC)CC1=CC(=CC(=C1)F)F)O Nonadecyl (2S)-2-(((((2R,3S,5R)-5-(6-amino-2-fluoro-9H-purin-9-yl)-2-ethynyl-3-hydroxytetra-hydrofuran-2-yl)methoxy)-(phenoxy)phosphoryl)-amino)-3-(3,5-difluoro-phenyl)propanoate